OC1=C(C(=CC(=C1)C(F)(F)F)C)C1=CC=C(N=N1)N1C[C@H](CCC1)CNC(C)=O N-[[(3R)-1-[6-[2-hydroxy-6-methyl-4-(trifluoromethyl)phenyl]pyridazin-3-yl]-3-piperidyl]methyl]acetamide